F\C(\C=O)=C/N1CCOCC1 (Z)-2-fluoro-3-morpholinylacrolein